2,5-bis[tert-butoxycarbonyl-[3-(tert-butoxycarbonylamino)propyl]amino]pentanoic acid C(C)(C)(C)OC(=O)N(C(C(=O)O)CCCN(CCCNC(=O)OC(C)(C)C)C(=O)OC(C)(C)C)CCCNC(=O)OC(C)(C)C